valeric acid, citrate salt C(CC(O)(C(=O)O)CC(=O)O)(=O)O.C(CCCC)(=O)O